2-[4-(trifluoromethyl)pyridin-2-yl]-2,8-diazaspiro[4.5]decane hydrochloride Cl.FC(C1=CC(=NC=C1)N1CC2(CC1)CCNCC2)(F)F